6-chloro-4-(1,3-dioxan-2-yl)-6'-fluoro-N-methyl-[2,4'-bipyridine]-2'-carboxamide ClC1=CC(=CC(=N1)C1=CC(=NC(=C1)F)C(=O)NC)C1OCCCO1